FC1(C(CN(CC1)C1=NC2=CC=C(C=C2C(=C1C(=O)O)C)F)C)F 2-(4,4-difluoro-3-methylpiperidin-1-yl)-6-fluoro-4-methylquinoline-3-carboxylic acid